C(C)(=O)C=1C=C(C=C2C(N(C=3N(C12)C=NC3C=3CCNCC3)C([2H])([2H])[2H])=O)C 9-Acetyl-7-methyl-4-(methyl-d3)-3-(1,2,3,6-tetrahydropyridin-4-yl)imidazo[1,5-a]quinazolin-5(4H)-one